CC(=O)N[C@@H]1[C@H]([C@H]([C@H](O[C@H]1O)CO)O)O[C@H]2[C@@H]([C@H]([C@@H]([C@H](O2)COS(=O)(=O)[O-])O)O)O The molecule is an organosulfate oxoanion that is the conjugate base of 2-acetamido-2-deoxy-3-O-(6-O-sulfo-beta-D-glucosyl)-beta-D-galactose, arising from deprotonation of the sulfate OH group It is a conjugate base of a 2-acetamido-2-deoxy-3-O-(6-O-sulfo-beta-D-glucosyl)-beta-D-galactose.